C([C@@H]1[C@@H]([C@@H]([C@H]([C@@H](O1)O[C@@H]2[C@H](OC([C@@H]([C@H]2O)O)O)CO)O)O)O)O The molecule is a glycosylglucose disaccharide, found most notably in milk, that consists of D-galactose and D-glucose fragments bonded through a beta-1->4 glycosidic linkage. The glucose fragment can be in either the alpha- or beta-pyranose form, whereas the galactose fragment can only have the beta-pyranose form. It has a role as a human metabolite.